(4-((2,4-Dimethoxybenzyl)amino)-2-(pyridin-2-ylmethyl)-2H-pyrazolo[4,3-c]pyridin-6-yl)benzonitrile COC1=C(CNC2=NC(=CC=3C2=CN(N3)CC3=NC=CC=C3)C3=C(C#N)C=CC=C3)C=CC(=C1)OC